NC1=C2N=CN(C2=NC(=N1)F)[C@H]1C[C@@H]([C@@](O1)(C#C)COP(=O)(OC1=CC=CC=C1)N[C@H](C(=O)OCCCCCCCCCCCC)CC1=CC(=CC(=C1)F)F)O Dodecyl (2S)-2-(((((2R,3S,5R)-5-(6-amino-2-fluoro-9H-purin-9-yl)-2-ethynyl-3-hydroxytetra-hydrofuran-2-yl)methoxy)-(phenoxy)phosphoryl)-amino)-3-(3,5-difluoro-phenyl)propanoate